tert-butyl ((4-chloro-1-(4-(trifluoromethoxy)phenyl)-1H-pyrazolo[3,4-b]pyridin-3-yl)methyl)carbamate ClC1=C2C(=NC=C1)N(N=C2CNC(OC(C)(C)C)=O)C2=CC=C(C=C2)OC(F)(F)F